tert-butyl 6-[2-[4-[(9S)-9-ethyl-4,5,13-trimethyl-3-thia-1,8,11,12-tetrazatricyclo[8.3.0.02,6]trideca-2(6),4,7,10,12-pentaen-7-yl]phenyl]ethynyl]-2-azaspiro[3.3]heptane-2-carboxylate C(C)[C@@H]1N=C(C=2C(=C(SC2N2C(=NN=C12)C)C)C)C1=CC=C(C=C1)C#CC1CC2(CN(C2)C(=O)OC(C)(C)C)C1